N(=[N+]=[N-])C1=CC=C(C=C1)C=1NC2=CC=CC=C2C1 2-(4-azidophenyl)-1H-indole